ClC1=C(C(=CC(=C1)F)F)NC=1N(C2=NC(=NC=C2N1)N[C@H]1[C@@H](COCC1)C)C1CCC(CC1)(C(=O)OCC)C ethyl (1S,4s)-4-(8-((2-chloro-4,6-difluorophenyl)amino)-2-(((3S,4R)-3-methyltetrahydro-2H-pyran-4-yl)amino)-9H-purin-9-yl)-1-methylcyclohexane-1-carboxylate